CS(=O)(=O)C1=CC=C(C=C1)C1NC=2C(=C3C(=NC2)NC=C3)N1C1=CC=C(C#N)C=C1 4-(2-(4-(Methylsulfonyl)phenyl)-2,3-dihydroimidazo[4,5-d]pyrrolo[2,3-b]pyridin-1(6H)-yl)benzonitrile